ClC=1C=C(C=CC1)N=C=[Se] 3-chlorophenyl isoselenocyanate